FC(OC1=CC(=C(C(=C1)C(C)C)NC(=O)N=S(=O)(N)C1=CN=C(S1)C(C)(C)O)CC)F N'-(4-(difluoromethoxy)-2-ethyl-6-isopropylphenylcarbamoyl)-2-(2-hydroxypropan-2-yl)thiazole-5-sulfonimidamide